(S)-8-chloro-6-(((1-(2,2-difluoropropyl)-1H-1,2,3-triazol-4-yl)(6-fluoro-2-methylpyridin-3-yl)methyl)amino)-4-(neopentylamino)quinoline-3-carbonitrile ClC=1C=C(C=C2C(=C(C=NC12)C#N)NCC(C)(C)C)N[C@@H](C=1C(=NC(=CC1)F)C)C=1N=NN(C1)CC(C)(F)F